(1-(4-(tert-butyl)phenyl)pyrrolo[1,2-a]pyrazin-3-yl)methanamine C(C)(C)(C)C1=CC=C(C=C1)C=1C=2N(C=C(N1)CN)C=CC2